2-(1-(4-bromo-5-fluorobenzofuran-7-yl)azetidin-3-yl)-N-(2-fluoro-5-(trifluoromethoxy)phenyl)acetamide BrC1=C(C=C(C2=C1C=CO2)N2CC(C2)CC(=O)NC2=C(C=CC(=C2)OC(F)(F)F)F)F